Carbanate C(=O)[O-]